CN1[C@H](C(N2C3=C(N=C(N=C13)NCC=1C=NC(=CC1)OC(F)(F)F)CCC2)=O)C (S)-4,5-Dimethyl-2-(((6-(trifluoromethoxy)pyridin-3-yl)methyl)amino)-4,5,9,10-tetrahydro-6H,8H-pyrido[3,2,1-de]pterid-6-one